NC1=C2C(=NC=N1)N(N=C2C=2C=CC1=C(N=C(O1)N)C2)C(C)C 5-(4-amino-1-prop-2-ylpyrazolo[3,4-d]pyrimidin-3-yl)-1,3-benzoxazol-2-amine